6-bromo-1,3-dimethyl-1H-pyrazolo[4,3-b]pyridine BrC=1C=C2C(=NC1)C(=NN2C)C